NC([C@H](CCC(=O)OC(C)(C)C)N1C(C2=CC=C(C(=C2[C@H]1C)F)B1OC(C(O1)(C)C)(C)C)=O)=O tert-butyl (S)-5-amino-4-((R)-4-fluoro-3-methyl-1-oxo-5-(4,4,5,5-tetramethyl-1,3,2-dioxaborolan-2-yl) isoindolin-2-yl)-5-oxopentanoate